((1H-1,2,4-triazol-1-yl)methyl)benzaldehyde N1(N=CN=C1)CC1=C(C=O)C=CC=C1